Acetone-d3 CC(=O)C([2H])([2H])[2H]